(diphenyltriazinyl)(dimethylfluorenyl)benzene tert-Butyl-8-(4-cyano-3-morpholin-4-ylphenyl)-2,4-dihydro-1,3-benzoxazine-3-carboxylate C(C)(C)(C)OC(=O)N1COC2=C(C1)C=CC=C2C2=CC(=C(C=C2)C#N)N2CCOCC2.C2(=CC=CC=C2)C2=C(C(=NN=N2)C2=C(C=CC=C2)C2=C(C(=CC=1C3=CC=CC=C3CC21)C)C)C2=CC=CC=C2